tert-butyl (6-((2-(2,6-dioxopiperidin-3-yl)-1,3-dioxoisoindolin-5-yl)amino) hexyl)carbamate O=C1NC(CCC1N1C(C2=CC=C(C=C2C1=O)NCCCCCCNC(OC(C)(C)C)=O)=O)=O